(((4-(methoxy)-2,3,5,6-tetrafluorophenoxy)methyl)thio)-5,5-dimethyl-4,5-dihydroisoxazole COC1=C(C(=C(OCSC2=NOC(C2)(C)C)C(=C1F)F)F)F